NC1=NC=2C=C(C=CC2C2=C1N=C(N2CC(C)(O)C)COCC)CC2=CC(=CC=C2)CN 1-(4-amino-7-(3-(aminomethyl)benzyl)-2-(ethoxymethyl)-1H-imidazo[4,5-c]quinolin-1-yl)-2-methylpropan-2-ol